(4-trifluoromethyl-benzyl)-4-chloro-indoline-2,3-dione FC(C1=CC=C(CN2C(C(C3=C(C=CC=C23)Cl)=O)=O)C=C1)(F)F